C1(=CC=CC=2C(=CC=CC12)C(=O)[O-])C(=O)[O-].[Ni+2] nickel 1,5-naphthalenedicarboxylate